N1(N=CC=C1)C1=CC=C(C=C1)C1=CC(=NN1)NC1=C(C=C(C=C1)NC(C)=O)C N-(4-((5-(4-(1H-pyrazol-1-yl)phenyl)-1H-pyrazol-3-yl)amino)-3-methylphenyl)acetamide